FC12CC(C1)(C2)N2C(C(N(CC2)CC=2N=NC(=CC2)C=2SC=CN2)=O)=O 1-(3-fluorobicyclo[1.1.1]pentan-1-yl)-4-((6-(thiazol-2-yl)pyridazin-3-yl)methyl)piperazine-2,3-dione